methyl-(γ-valerolactone) CC1C(=O)OC(C1)C